(S)-3-(2-bromo-5-chlorophenyl)-2-(ethylamino)-N-(hex-5-en-1-yl)-N-methylpropanamide BrC1=C(C=C(C=C1)Cl)C[C@@H](C(=O)N(C)CCCCC=C)NCC